FC(OCCCC1=CNC2=CC=CC=C12)F 3-(3-(difluoromethoxy)propyl)-1H-indole